FC(OC=1C=C2N=C(C(NC2=CC1CO)=O)C)F 6-(difluoromethoxy)-7-(hydroxymethyl)-3-methylquinoxalin-2(1H)-one